(Methylthio)-1,2,4-triazine-6-carboxylic acid methyl ester COC(=O)C1=CN=C(N=N1)SC